N1(CCNCC1)C=1C=CC=NC1 5-(1-piperazinyl)-pyridin